OC(C)(C)C=1C=C(C(=O)NC2=CC(=C(C=C2)C)CCC2=NNC(=C2)NC2=NC=CN=C2)C=CN1 2-(2-hydroxypropan-2-yl)-N-(4-methyl-3-(2-(5-(pyrazin-2-ylamino)-1H-pyrazol-3-yl)ethyl)phenyl)isonicotinamide